COCCOC(=O)C=1C2=C(OC1C)C1=CC=CC=C1C=C2NS(=O)(=O)C2=CC=C(C=C2)Br (4-bromophenylsulfonamido)-2-methylnaphtho[1,2-b]furan-3-carboxylic acid 2-methoxyethyl ester